BrC1=C(C=C(C=C1C)NS(=O)(=O)C(F)(F)F)C N-(4-bromo-3,5-dimethylphenyl)-1,1,1-trifluoromethanesulfonamide